(3R)-N-[2-[(4,4-difluorocyclohexyl)amino]-1-(5-fluoro-3-pyridyl)-2-oxo-ethyl]-6,6-dimethyl-N-[4-(pentafluoro-λ6-sulfanyl)phenyl]morpholine-3-carboxamide FC1(CCC(CC1)NC(C(C=1C=NC=C(C1)F)N(C(=O)[C@@H]1NCC(OC1)(C)C)C1=CC=C(C=C1)S(F)(F)(F)(F)F)=O)F